C(CCCCCCC\C=C/CCCCCCCC)(=O)OCC(COC(CCCCCCC\C=C/CCCCCCCC)=O)(COC(CCCCCCC\C=C/CCCCCCCC)=O)NC(CC[N+](CC(=O)[O-])(C)C)=O 2-((3-((1,3-bis(oleoyloxy)-2-((Oleoyloxy)methyl)propan-2-yl)amino)-3-oxopropyl)dimethylammonio)acetate